BrC=1C=C(OC2=NC=C(C=C2)C(F)(F)F)C=CC1OC(F)(F)F 2-(3-bromo-4-(trifluoromethoxy)phenoxy)-5-(trifluoromethyl)pyridine